FC=1C=C2NC=CC2=C2CCS(CC(CCCC(C3=NN(C(C=4C(=CC=C(SC12)C4)F)=N3)C)(C)C=3C=C(C=CC3)O)(C)C)(=O)=O 3-(22,28-Difluoro-3,6,10,10-tetramethyl-12,12-dioxo-12λ6,24-dithia-3,4,19,30-tetrazapentacyclo[23.3.1.12,5.015,23.016,20]triaconta-1(29),2(30),4,15,17,20,22,25,27-nonaen-6-yl)phenol